C(C=C)(=O)O.C(C=C)(=O)O.C(C=C)(=O)O.CCON1C(N(C(N(C1=O)OCC)=O)OCC)=O tri(2-ethoxy)isocyanuric acid triacrylate